(S)-(3-amino-2-hydroxypropyl)carbamic acid tert-butyl ester C(C)(C)(C)OC(NC[C@H](CN)O)=O